FC1([C@@H]([C@H](CCC1)N1CCN(CC1)C(C)C)NC(=O)N1CCC(CC1)C1=NC=C(C=C1)F)F |r| rac-N-{(1R,6S)-2,2-difluoro-6-[4-(propan-2-yl)piperazin-1-yl]cyclohexyl}-4-(5-fluoropyridin-2-yl)piperidine-1-carboxamide